COC1=C(C=C(C(=C1C)C)OC)CCC(=O)O 3-(2,5-dimethoxy-3,4-dimethylphenyl)propionic acid